FC1=CC(=C(C=C1F)NCCO[Si](C1=CC=CC=C1)(C1=CC=CC=C1)C(C)(C)C)[N+](=O)[O-] N-(4,5-difluoro-2-nitrophenyl)-2-(tert-butyldiphenylsilyloxy)ethylamine